NC1(CC(C1)O)C(=O)O 1-AMINO-3-HYDROXYCYCLOBUTANECARBOXYLIC ACID